5-(4-(trifluoromethyl)phenyl)-3,6-dihydro-2H-1,4-oxazine FC(C1=CC=C(C=C1)C1=NCCOC1)(F)F